1-(5Z,8Z,11Z,14Z,17Z-eicosapentaenoyl)-2-tetradecanoyl-glycero-3-phosphocholine CCCCCCCCCCCCCC(=O)O[C@H](COC(=O)CCC/C=C\C/C=C\C/C=C\C/C=C\C/C=C\CC)COP(=O)([O-])OCC[N+](C)(C)C